NC=1C=C(C=CC1)N1N=C(C(=C1)C=1C=C2CCNC(C2=CC1)=O)C(F)(F)F 6-(1-(3-aminophenyl)-3-(trifluoromethyl)-1H-pyrazol-4-yl)-3,4-dihydroisoquinolin-1(2H)-one